3-((1-(1-(2,6-dichlorophenyl)ethyl)-1H-pyrazol-4-yl)ethynyl)-5-(pyridin-2-yl)isoxazole ClC1=C(C(=CC=C1)Cl)C(C)N1N=CC(=C1)C#CC1=NOC(=C1)C1=NC=CC=C1